3-hexylterephthalaldehyde C(CCCCC)C=1C=C(C=O)C=CC1C=O